OCC=[N+]=CCO di(2-hydroxyethyl-1-yl)ammonium